[1-[6-(1-methylpyrazol-4-yl)pyrazolo[1,5-a]pyrazin-4-yl]-3-piperidyl]prop-2-ynamide CN1N=CC(=C1)C=1N=C(C=2N(C1)N=CC2)N2CC(CCC2)C#CC(=O)N